Isopropyl ((((1S,4R)-4-(2-amino-6-hydroxy-9H-purin-9-yl)cyclopent-2-en-1-yl)methoxy)(phenoxy)phosphoryl)-L-alaninate NC1=NC(=C2N=CN(C2=N1)[C@H]1C=C[C@H](C1)COP(=O)(OC1=CC=CC=C1)N[C@@H](C)C(=O)OC(C)C)O